(tert-butoxycarbonyl)-3-methylpiperidine-3-carboxylic acid C(C)(C)(C)OC(=O)N1CC(CCC1)(C(=O)O)C